t-hexylperoxy-t-butyl monocarbonate C(OC(COOC(C)(C)CCC)(C)C)([O-])=O